((5-cyclopropyl-3-(3,5-dichloropyridin-4-yl)isoxazol-4-yl)methoxy)bicyclo[2.2.2]octane-1-carboxylic acid methyl ester COC(=O)C12C(CC(CC1)CC2)OCC=2C(=NOC2C2CC2)C2=C(C=NC=C2Cl)Cl